COC=1C=C2C(=CN(C2=CC1)C)\N=N\C1=CC=C(C=C1)C (E)-5-methoxy-1-methyl-3-(p-tolyldiazenyl)-1H-indole